BrC=1C=C2C(=C(C=NC2=CC1)C1=CC(=CC(=C1)F)F)N1CCC(CC1)NCCNC(OC(C)(C)C)=O tert-butyl (2-((1-(6-bromo-3-(3,5-difluorophenyl)quinolin-4-yl)piperidin-4-yl)amino)ethyl)carbamate